6-(2,5-dihydroxy-3-sulfobenzamido)picolinic acid OC1=C(C(=O)NC2=CC=CC(=N2)C(=O)O)C=C(C=C1S(=O)(=O)O)O